2-methoxy-6-chloro-9-[3-(ethyl-2-chloroethyl)aminopropylamino]acridine dihydrochloride Cl.Cl.COC1=CC2=C(C3=CC=C(C=C3N=C2C=C1)Cl)NCCCNCC(Cl)CC